OC[C@H](C1=CC=CC=C1)NC1=C(C=C(C=C1)S(=O)(=O)N(C)CC1=CC=C(C=C1)OC)C=1N=CN(C1)C 4-[[(1S)-2-hydroxy-1-phenyl-ethyl]amino]-N-[(4-methoxyphenyl)methyl]N-methyl-3-(1-methylimidazol-4-yl)benzenesulfonamide